BrC1=CC(=C(N)C=C1)C(C)(C)C 4-bromo-2-(tert-butyl)aniline